C(C)(C)[Si](OCC1=NN=C(O1)C1=NC=CC=C1N)(C(C)C)C(C)C 2-(5-(((triisopropylsilyl)oxy)methyl)-1,3,4-oxadiazol-2-yl)pyridin-3-amine